ClC1=CC(=C(N=N1)C(=O)NC)NCC1CCN(CC1)C 6-chloro-N-methyl-4-((1-methylpiperidin-4-yl)methylamino)pyridazine-3-carboxamide